OCC=1C=CC(=C(C#N)C1)OC(C)C 5-(Hydroxymethyl)-2-isopropoxybenzonitrile